C(C)(C)(C)[S@@](=O)N([C@H](CCC(=O)O)C1=CC=CC=C1)C (R)-4-(((R)-tert-butylsulfinyl)(methyl)amino)-4-phenylbutyric acid